4-[4-(2,6-dichlorobenzenesulfonyl)-1-piperazinyl]benzoic acid ClC1=C(C(=CC=C1)Cl)S(=O)(=O)N1CCN(CC1)C1=CC=C(C(=O)O)C=C1